COCCOCCOCC1=C(N=C(S1)C)C 5-(2-(2-methoxyethoxy)ethoxy)methyl-2,4-dimethyl-1,3-thiazole